tert-butyl 4-[7-({2-[(acetyloxy)methyl]-4-fluoro-1,3-benzoxazol-6-yl} carbamoyl)-2-methylindazol-4-yl]piperazine-1-carboxylate C(C)(=O)OCC=1OC2=C(N1)C(=CC(=C2)NC(=O)C2=CC=C(C1=CN(N=C21)C)N2CCN(CC2)C(=O)OC(C)(C)C)F